bis(N-3-Fluorobenzylethylthiocarbamoyl) disulphide FC=1C=C(CCCNC(=S)SSC(NCCCC2=CC(=CC=C2)F)=S)C=CC1